Tert-butyl (2-((6-bromobenzo[d]thiazol-2-yl)amino)-2-oxoethyl)carbamate BrC1=CC2=C(N=C(S2)NC(CNC(OC(C)(C)C)=O)=O)C=C1